FC1=C(C=CC(=N1)OC=1C=CC(=C(C1)NC(=O)C1N(C(CC1)=O)C)OC)C(F)(F)F N-(5-((6-Fluoro-5-(trifluoromethyl)pyridin-2-yl)oxy)-2-methoxyphenyl)-1-methyl-5-oxopyrrolidine-2-carboxamide